OctaDecylamin C(CCCCCCCCCCCCCCCCC)N